2-((3,5-dichloro-4-((3,3-difluoro-2-oxoindolin-5-yl)oxy)phenyl)amino)-2-oxoacetic acid ClC=1C=C(C=C(C1OC=1C=C2C(C(NC2=CC1)=O)(F)F)Cl)NC(C(=O)O)=O